COC=1N=C2C(=CC=NC2=CC1OC)OC1=C(C=C(C=C1)NC(=O)C1=NC=CN(C1=O)C1=NC=C(C=C1)F)F N-[4-[(6,7-dimethoxy-1,5-naphthyridin-4-yl)oxy]-3-fluorophenyl]-4-(5-fluoropyridin-2-yl)-3-oxopyrazine-2-carboxamide